NC=1C2=C(N=CN1)N(C=C2C#CC=2C=CC1=C(N=C(O1)CC)C2)[C@@H]2CN(CC2)C(C=C)=O (S)-1-(3-(4-amino-5-((2-ethylbenzo[d]oxazol-5-yl)ethynyl)-7H-pyrrolo[2,3-d]pyrimidin-7-yl)pyrrolidin-1-yl)prop-2-en-1-one